C(C(C)C)(=O)OC(CC)=O propionic-isobutyric anhydride